1-(3,5-Bis(trifluoromethyl)phenyl)-2-(2-imino-4,5,6,7-tetrahydrobenzo[d]thiazol-3(2H)-yl)ethan FC(C=1C=C(C=C(C1)C(F)(F)F)CCN1C(SC2=C1CCCC2)=N)(F)F